N-(2,4-dimethoxybenzyl)-4-(N-(3-(hydroxymethyl)-5-methylphenyl)-3-(triisopropylsilyl)propiolamido)tetrahydro-2H-pyran-4-carboxamide COC1=C(CNC(=O)C2(CCOCC2)N(C(C#C[Si](C(C)C)(C(C)C)C(C)C)=O)C2=CC(=CC(=C2)C)CO)C=CC(=C1)OC